2-{[2-fluoro-5-(7-fluoroindole-1-sulfonyl)-4-methoxyphenyl]carbamoyl}benzoic acid FC1=C(C=C(C(=C1)OC)S(=O)(=O)N1C=CC2=CC=CC(=C12)F)NC(=O)C1=C(C(=O)O)C=CC=C1